4-(4-bromo-2-fluorophenoxy)piperidine-1-carboxylic acid tert-butyl ester C(C)(C)(C)OC(=O)N1CCC(CC1)OC1=C(C=C(C=C1)Br)F